FC(OC1=C(C=CC=C1)C(=C)C1=NNC2=NC(=CN=C21)N2CCC1(CC2)[C@@H](C2=CC=CC=C2C1)N)(F)F (S)-1'-(3-(1-(2-(trifluoromethoxy)phenyl)vinyl)-1H-pyrazolo[3,4-b]pyrazin-6-yl)-1,3-dihydrospiro[indene-2,4'-piperidine]-1-amine